COC1=C(C=CC=C1C(F)(F)F)[C@H]1[C@@H](O[C@]([C@H]1C)(C(F)(F)F)C)C(=O)NC1=CC(=NC=C1)C(=O)N (2R,3S,4S,5R)-4-[[3-[2-Methoxy-3-(trifluoromethyl)phenyl]-4,5-dimethyl-5-(trifluoromethyl)tetrahydrofuran-2-carbonyl]amino]pyridin-2-carboxamid